CN(C)CC=1C=C(C=CC1)S(=O)(N)=NC(NC1=C2CCCC2=CC=2CCCC12)=O 3-((dimethylamino)methyl)-N'-(1,2,3,5,6,7-hexahydro-s-indacen-4-ylcarbamoyl)benzene-sulfonimidamide